Bromoisobutane CC(C)CBr